N1=CC=CC2=CN=CC(=C12)C1=CC=2C(C3=CC=CC=C3C2C=C1)=O 2-(1,6-naphthyridin-8-yl)-9H-fluoren-9-one